FC1=C(C(=CC=C1)F)C1=N[C@H](C2=NN=C(N2C=2SC=3O[C@H](COCC3C12)C)C)C (7s,15s)-9-(2,6-difluorophenyl)-3,7,15-trimethyl-13,16-dioxa-18-thia-2,4,5,8-tetraazatetracyclo[8.8.0.02,6.011,17]octadeca-1(10),3,5,8,11(17)-pentaene